tert-Butyl 29-azido-3,6,9,12,15,18,21,24,27-nonaoxanonacosane-1-oate N(=[N+]=[N-])CCOCCOCCOCCOCCOCCOCCOCCOCCOCC(=O)OC(C)(C)C